C(C1=CC=CC=C1)OC(N(C)CC1=CC(=CC=C1)C(C)=O)=O (3-Acetylbenzyl)(methyl)carbamic acid benzyl ester